NC1=C(C=C(C(=O)OCC2=CC=CC=C2)C=C1)Br benzyl 4-amino-3-bromobenzoate